OC[C@@H]([C@@H]([C@@H](CCCCCCCCCCCCCC)O)O)NC(OC(C)(C)C)=O t-butyl ((2S,3S,4R)-1,3,4-trihydroxyoctadecane-2-yl)carbamate